5-methoxy-2,2-dimethyl-N-(3-methyl-1-(2-(pyridin-3-yl)ethyl)-1H-indazol-6-yl)-2H-chromen-6-carboxamide COC1=C2C=CC(OC2=CC=C1C(=O)NC1=CC=C2C(=NN(C2=C1)CCC=1C=NC=CC1)C)(C)C